(S,S)- and (S,R)-4,5-didehydroisoleucine N[C@@H]([C@@H](C)C=C)C(=O)O |&1:2|